Methyl 1-amino-3-methyl-4-(pyridin-3-yl)-1H-pyrrole-2-carboxylate NN1C(=C(C(=C1)C=1C=NC=CC1)C)C(=O)OC